CC=1C=C(C=CC1OC1=CC2=C(N(C=N2)C)C=C1)NC1=NC=NC2=CC=C3C(=C12)OC[C@@H]1N3CCN(C1)C(=O)OC(C)(C)C tert-butyl (R)-4-((3-methyl-4-((1-methyl-1H-benzo[d]imidazol-5-yl)oxy)phenyl)amino)-6a,7,9,10-tetrahydropyrazino[1',2':4,5][1,4]oxazino[2,3-f]quinazoline-8(6H)-carboxylate